(S)-N-(2-hydroxypropyl)-4-(2-(8-methoxy-1,2,3,4-tetrahydroisoquinolin-6-yl)-5-tosyl-5H-pyrrolo[2,3-b]pyrazin-7-yl)-N,2-dimethylbenzamide O[C@H](CN(C(C1=C(C=C(C=C1)C1=CN(C2=NC=C(N=C21)C=2C=C1CCNCC1=C(C2)OC)S(=O)(=O)C2=CC=C(C)C=C2)C)=O)C)C